CC1=NC(=CC=C1COC1=CC=CC(=N1)C1=CC(=C(CC2=NC3=C(N2CCOC)C=C(C=C3)C(=O)O)C=C1F)F)C 2-(4-(6-((2,6-dimethylpyridin-3-yl)methoxy)pyridin-2-yl)-2,5-difluorobenzyl)-1-(2-methoxyethyl)-1H-benzo[d]imidazole-6-carboxylic acid